Indium-Gallium-Selenid [Ga]=[Se].[In]